C(CCCCC(=O)O)(=O)OCCCCCCCCCCCCCC tetradecyl hydrogen adipate